N-[(3aR,5s,6aS)-2-(4-pyridylmethyl)-3,3a,4,5,6,6a-hexahydro-1H-cyclopenta[c]pyrrol-5-yl]-5-phenyl-thiazol-2-amine N1=CC=C(C=C1)CN1C[C@@H]2[C@H](C1)CC(C2)NC=2SC(=CN2)C2=CC=CC=C2